FC=1C=C(C=C(C1CN[C@@H]1CNC(C1)=O)OC)C=1C(=C(C=CC1)C1=C(C(=CC=C1)NC(=O)C=1C(N(C=CC1)C)=O)C)C (S)-N-(3''-fluoro-5''-methoxy-2,2'-dimethyl-4''-(((5-oxopyrrolidin-3-yl)amino)methyl)-[1,1':3',1''-terphenyl]-3-yl)-1-methyl-2-oxo-1,2-dihydropyridine-3-carboxamide